3H-benzotriazol-1-oxide hexafluorophosphate F[P-](F)(F)(F)(F)F.[N+]1(=NNC2=C1C=CC=C2)[O-]